(2-(6-((4-Chlorophenyl)amino)-2-morpholinopyrimidin-4-yl)azetidine-1-yl)(5-methylisoxazole-3-yl)methanone ClC1=CC=C(C=C1)NC1=CC(=NC(=N1)N1CCOCC1)C1N(CC1)C(=O)C1=NOC(=C1)C